2-((3-Isopropyl-2-(2-methylpyridin-4-yl)-1H-indol-5-yl)oxy)-1-(2,6-diazaspiro[3.5]nonan-6-yl)ethan-1-on C(C)(C)C1=C(NC2=CC=C(C=C12)OCC(=O)N1CC2(CNC2)CCC1)C1=CC(=NC=C1)C